Decyl N-pentylcarbamate C(CCCC)NC(OCCCCCCCCCC)=O